6-(1-((2-fluoroethyl)amino)-3-(4-((5-(morpholinomethyl)pyridin-2-yl)ethynyl)phenyl)propan-2-yl)-5-hydroxypyrimidin-4(3H)-one FCCNCC(CC1=CC=C(C=C1)C#CC1=NC=C(C=C1)CN1CCOCC1)C1=C(C(NC=N1)=O)O